sulfosuccinimidyl 6-(3'-[2-pyridyldithio]-propionamido)hexanoate N1=C(C=CC=C1)SSCCC(=O)NCCCCCC(=O)ON1C(C(CC1=O)S(=O)(=O)O)=O